N-(1-(4-fluorophenyl)-2,4-dimethylpent-4-en-2-yl)thieno[3,2-b]pyridine-6-carboxamide FC1=CC=C(C=C1)CC(CC(=C)C)(C)NC(=O)C=1C=C2C(=NC1)C=CS2